CN(C(=O)C1=CC(=C(OCC2=CC=C(O2)C(=O)N2CCN(CC2)CC2=NC3=C(N2C[C@H]2OCC2)C=C(C=C3)C(=O)O)C=C1)F)C 2-{[4-(5-{[4-(dimethylcarbamoyl)-2-fluorophenoxy]methyl}furan-2-carbonyl)piperazin-1-yl]methyl}-1-{[(2S)-oxetan-2-yl]methyl}-1H-1,3-benzodiazole-6-carboxylic acid